CCCCCCCCC(CCCCCCCC)OC(CCCCCCCN(CCCCCC(OC(CCCC)CCCCCC)=O)CC(CCCCNC(=O)C1=CNC=C1)O)=O.CN1CCN(CC1)C1=C2CCCOC2=C(C=C1)[N+](=O)[O-] 1-methyl-4-(8-nitrochroman-5-yl)piperazine heptadecan-9-yl-8-((2-hydroxy-6-(1H-pyrrole-3-carboxamido)hexyl)(6-oxo-6-(undecan-5-yloxy)hexyl)Amino)octanoate